NN1C(=C(C(=C1)C1=CC(=CC=C1)OCCN=[N+]=[N-])C1=CC=CC=C1)C(C(=O)OCC)=O Ethyl 2-(1-amino-4-(3-(2-azidoethoxy)phenyl)-3-phenyl-1H-pyrrol-2-yl)-2-oxoacetate